2-aminonicotinyl cyanide NC1=C(CC#N)C=CC=N1